N-((1H-pyrrolo[3,2-c]pyridin-2-yl)methyl)-2-(6-(5-chlorothiophen-2-yl)-2-oxo-3-(phenethylamino)pyrazin-1(2H)-yl)acetamide N1C(=CC=2C=NC=CC21)CNC(CN2C(C(=NC=C2C=2SC(=CC2)Cl)NCCC2=CC=CC=C2)=O)=O